methyl-(5-chloro-1-(3-fluoro-4-methylbenzyl)-4-(hydroxymethyl)-1,3-dihydro-2H-benzo[b]azepine) CC1CC(=C(C2=C(N1CC1=CC(=C(C=C1)C)F)C=CC=C2)Cl)CO